OCCCCCBr 1-hydroxy-5-bromopentane